2-(3-methyl-5-(2-(((R)-phenyl((R)-1,2,3,4-tetrahydropyrido[2,3-b]pyrazin-3-yl)methyl)amino)ethyl)phenyl)acetic acid CC=1C=C(C=C(C1)CCN[C@@H]([C@H]1CNC2=C(N1)N=CC=C2)C2=CC=CC=C2)CC(=O)O